ClC=1C=NC=C(C1[C@@H](C)OC1=C(C=C2C(=N1)C=NN2)C)Cl (R)-5-(1-(3,5-dichloropyridin-4-yl)ethoxy)-6-methyl-1H-pyrazolo[4,3-b]pyridine